C(C)O[Si](OCC)(OCC)C(C(C)[Si](OCC)(OCC)OCC)C bistriethoxysilylbutane